CN([C@H]1CN(CC1)C1=CC(=C(C=C1)N1C(=NC(=C1)C1=NC(=NC=C1C(F)(F)F)NC1CCN(CC1)S(=O)(=O)C)C)F)C (R)-4-(1-(4-(3-(Dimethylamino)pyrrolidin-1-yl)-2-fluorophenyl)-2-methyl-1H-imidazol-4-yl)-N-(1-(methylsulfonyl)piperidin-4-yl)-5-(trifluoromethyl)pyrimidin-2-amine